bis-(2-bromophenyl)phosphine chloride [Cl-].BrC1=C(C=CC=C1)PC1=C(C=CC=C1)Br